C1N(CCC2=CC=CC=C12)C[C@H](CN1C(C2=CC=C(C=C2CC1)N1C(CC1)=O)=O)O 2-[(2R)-3-(3,4-dihydro-1H-isoquinolin-2-yl)-2-hydroxy-propyl]-6-(2-oxoazetidin-1-yl)-3,4-dihydroisoquinolin-1-one